C(C)(=O)N1CCC(CC1)NCC1=C(C=C(C=C1OC)C1=NC=CC(=C1Cl)C=1C(=C(C=CC1)C1=CC=C(C(=N1)OC)CNC[C@H]1CCC(N1)=O)Cl)F (R)-5-((((6-(3-(2-(4-(((1-acetylpiperidin-4-yl)amino)methyl)-3-fluoro-5-methoxyphenyl)-3-chloropyridin-4-yl)-2-chlorophenyl)-2-methoxypyridin-3-yl)methyl)amino)methyl)pyrrolidin-2-one